FC1=C2C=CNC2=CC(=C1OC=1C=CC(=C(C#N)C1)F)F 5-[(4,6-Difluoro-1H-indol-5-yl)oxy]-2-fluorobenzonitrile